5-chloro-2-hydroxy-N-(2-chloro-4-nitrophenyl)benzamide ClC=1C=CC(=C(C(=O)NC2=C(C=C(C=C2)[N+](=O)[O-])Cl)C1)O